methyl-3-[[[(1,1-dimethylethyl)amino]carbonyl]amino]-2-butenoic acid CC(C(=O)O)=C(C)NC(=O)NC(C)(C)C